FC1(C(C2=C(C=CC(=C2C1)OCC1(CCC1)CO)SC(F)(F)F)O)F 2,2-difluoro-4-((1-(hydroxymethyl)cyclobutyl)methoxy)-7-(trifluoromethylthio)-2,3-dihydro-1H-inden-1-ol